2,2'-(2,5-dimethyl-p-phenylene)bisfuran CC1=C(C=C(C(=C1)C=1OC=CC1)C)C=1OC=CC1